α-(borylmethyl)benzenemethanol BCC(O)C1=CC=CC=C1